3-(isoquinolin-4-yl)-2-oxo-1-(2-(trifluoromethyl)pyridin-4-yl)imidazoline-4-carbonitrile C1=NC=C(C2=CC=CC=C12)N1C(N(CC1C#N)C1=CC(=NC=C1)C(F)(F)F)=O